(2S,3S,4R,5R)-3,4-Dihydroxy-5-(6-((3-methoxybenzyl)amino)-2-(pyridin-3-yl)-9H-purine-9-yl)-N-methyltetrahydrofuran-2-carboxamide O[C@@H]1[C@H](O[C@H]([C@@H]1O)N1C2=NC(=NC(=C2N=C1)NCC1=CC(=CC=C1)OC)C=1C=NC=CC1)C(=O)NC